1,3-Divinyl-1,1,3,3-Tetramethyldisiloxane platinum (0) [Pt].C(=C)[Si](O[Si](C)(C)C=C)(C)C